3-[(2-aminoethyl)dithio]propanoic acid hydrochloride Cl.NCCSSCCC(=O)O